Ortho-toluic acid C=1(C(=CC=CC1)C(=O)O)C